3-Chloro-N-{[1-(3-methylbutanoyl)-1,2,3,4-tetrahydrochinolin-6-yl]methyl}benzamid ClC=1C=C(C(=O)NCC=2C=C3CCCN(C3=CC2)C(CC(C)C)=O)C=CC1